C(=C)C1=C(C=CC=C1)C=1C=NC=CC1C(=O)O 3-(2-vinylphenyl)pyridine-4-carboxylic acid